tert-Butyl 4-(6-(4-chlorobenzyl)-2-isopropyl-5-oxo-2,3,5,6-tetrahydroimidazo[1,2-c]pyrido[2,3-e]pyrimidin-8-yl)piperazine-1-carboxylate ClC1=CC=C(CN2C(N3C(C4=C2C=C(C=N4)N4CCN(CC4)C(=O)OC(C)(C)C)=NC(C3)C(C)C)=O)C=C1